3-(trifluoromethyl)-3-((trimethylsilyl)oxy)-8-azabicyclo[3.2.1]octane-8-carboxylic acid benzyl ester C(C1=CC=CC=C1)OC(=O)N1C2CC(CC1CC2)(O[Si](C)(C)C)C(F)(F)F